FC=1C=C(C=CC1N1CCOCC1)N1C(O[C@H](C1)CNC(C1=C(C(=CC=C1)O)O)=O)=O (S)-N-((3-(3-fluoro-4-morpholinophenyl)-2-oxooxazolidin-5-yl)methyl)-2,3-dihydroxybenzamide